bi-thiophenyl S1C(=CC=C1)C=1SC=CC1